methyl-heptadiene CC=CC=CCCC